C(C1=CC=CC=C1)O[C@@H](CCO)C (R)-3-(benzyloxy)butan-1-ol